N,N-dimethyl-dodecyl-amine oxide C[N+](C)(CCCCCCCCCCCC)[O-]